di(2-fluorovinyl) (2,2,2-trifluoroethyl)phosphonate FC(CP(OC=CF)(OC=CF)=O)(F)F